(e)-(4-methylstyryl)(phenyl)(p-tolyl)silane CC1=CC=C(/C=C/[SiH](C2=CC=C(C=C2)C)C2=CC=CC=C2)C=C1